C(CCC)C1CCC2(CCC(O2)OCCO)CC1 Cis-2-((8-butyl-1-oxaspiro[4.5]decan-2-yl)oxy)ethan-1-ol